(cyclobutylmethyl)[(1R)-1-(2-{6-cyclopropyl-4-[4-fluoro-2-(4-methyl-1,2,4-triazol-3-yl)phenyl]pyridin-2-yl}-7-methyl-1,3-benzoxazol-5-yl)ethyl]amine C1(CCC1)CN[C@H](C)C=1C=C(C2=C(N=C(O2)C2=NC(=CC(=C2)C2=C(C=C(C=C2)F)C2=NN=CN2C)C2CC2)C1)C